methyl-(2E)-3-(4,4,5,5-tetramethyl-1,3,2-dioxaborolan-2-yl)prop-2-enoate COC(\C=C\B1OC(C(O1)(C)C)(C)C)=O